(S or R)-2-(3-chloro-2-cyclopropylphenyl)pyrrolidine ClC=1C(=C(C=CC1)[C@H]1NCCC1)C1CC1 |o1:7|